4-isopropoxy-6-phenyl-1,3,5-triazin-2-amine C(C)(C)OC1=NC(=NC(=N1)C1=CC=CC=C1)N